FC1=C(C=CC(=C1F)OC1=NC=CC=C1)C1=CN=C2N1C=CN=C2NC2=CC(=C(C(=O)NCC(=O)N1C[C@H](NCC1)CO)C=C2)CC 4-[[3-[2,3-difluoro-4-(2-pyridyloxy)phenyl]imidazo[1,2-a]pyrazin-8-yl]amino]-2-ethyl-N-[2-[(3S)-3-(hydroxymethyl)piperazin-1-yl]-2-oxo-ethyl]benzamide